2-(2-aminoimidazo[2,1-b][1,3,4]thiadiazol-6-yl)propan-1-ol NC1=NN2C(S1)=NC(=C2)C(CO)C